2-(tert-butoxycarbonylamino)-3-(3-methylimidazol-4-yl)propanoic acid C(C)(C)(C)OC(=O)NC(C(=O)O)CC=1N(C=NC1)C